ClC1=CC(=C(C=C1)C=1C2=C(N=C(N1)[C@H]1C[C@@H](OCC1)C1=CC(=NC=C1)C)N=C(C=C2)C)F 4-(4-chloro-2-fluorophenyl)-7-methyl-2-((2r,4r)-2-(2-methyl-4-pyridyl)tetrahydro-2H-pyran-4-yl)pyrido[2,3-d]pyrimidine